CC(C#C)=O butanynon